C1(=CC=CC=C1)[Te]C=CC(C(C(C(F)(F)F)(F)F)(F)F)(F)F (2-nonafluorobutyl-vinyl) phenyl telluride